(((trans-4-(methylsulfonamido)cyclohexyl)methyl)amino)nitrogen CS(=O)(=O)N[C@@H]1CC[C@H](CC1)CN[N]